behenyl alpha-cyanoacrylate C(#N)C(C(=O)OCCCCCCCCCCCCCCCCCCCCCC)=C